4,6-dimethoxy-2-methylsulfonyl-pyrimidine Tert-butyl-(4S)-4-[(E,1R)-1-hydroxyoctacosane-2-enyl]-2,2-dimethyl-oxazolidine-3-carboxylate C(C)(C)(C)OC(=O)N1C(OC[C@H]1[C@@H](\C=C\CCCCCCCCCCCCCCCCCCCCCCCCC)O)(C)C.COC1=NC(=NC(=C1)OC)S(=O)(=O)C